(S)-2-((1H-pyrrolo[2,3-b]pyridin-5-yl)oxy)-4-(2-(2-(2-cyclopropylphenyl)-pyrrolidin-1-yl)-7-azaspiro[3.5]nonan-7-yl)benzoic acid N1C=CC=2C1=NC=C(C2)OC2=C(C(=O)O)C=CC(=C2)N2CCC1(CC(C1)N1[C@@H](CCC1)C1=C(C=CC=C1)C1CC1)CC2